N-(5-(6-(2,6-dichloro-3,5-dimethoxyphenyl)-7-methyl-8-oxo-7,8-dihydropyrido[3,4-d]pyrimidin-2-yl)-1-(2-methoxyethyl)-1H-pyrazol-4-yl)acrylamide ClC1=C(C(=C(C=C1OC)OC)Cl)C1=CC2=C(N=C(N=C2)C2=C(C=NN2CCOC)NC(C=C)=O)C(N1C)=O